IC1=CN(C=2N=C(N(C(C21)=O)C)C(F)(F)F)CC(=O)OC methyl 2-(5-iodo-3-methyl-4-oxo-2-(trifluoromethyl)-3H-pyrrolo[2,3-d]pyrimidin-7(4H)-yl)acetate